[N+](=O)([O-])C1=CC=C(C=N1)CN1CCN(CC1)CC 1-[(6-nitro-3-pyridinyl)methyl]-4-ethyl-piperazine